OC1=C2C(C=C(OC2=C(C=C1)C=1C=CC(=C2C(C=C(OC12)C(C(=O)OC)(C)C)=O)O)C(C(=O)OC)(C)C)=O Dimethyl 2,2'-(5,5'-Dihydroxy-4,4'-dioxo-4H,4'H-[8,8'-bichromene]-2,2'-diyl)bis(2-methylpropanoate)